1,4-di-(hydroxyethoxy)-benzene OCCOC1=CC=C(C=C1)OCCO